C(C)(C)(C)OC(=O)N[C@H](C(=O)OC)CF methyl (2R)-2-[(tert-butoxycarbonyl)amino]-3-fluoropropanoate